ClC=1C=CC=2N(C1)C(=CN2)C2=NC=CC(=N2)N2C[C@H](O[C@H](C2)C=2C=NNC2C)C (2R,6S)-4-(2-(6-Chloroimidazo[1,2-a]pyridin-3-yl)pyrimidin-4-yl)-2-methyl-6-(5-methyl-1H-pyrazol-4-yl)morpholine